FC1=CC=C(C=C1)COC=1C=C(C=CC1[N+](=O)[O-])C1=C(C(NC(=C1)C)=O)C#N 4-(3-((4-Fluorophenyl)methoxy)-4-nitrophenyl)-6-methyl-2-oxo-1,2-dihydropyridine-3-carbonitrile